CC(C=O)C=C 2-methylbut-3-en-1-one